C[Si](OC(O[Si](C)(C)C)[Si])(C)C di(trimethylsiloxy)methylsilicon